2-amino-5-(3-fluorobenzyl)thiazole-4-carbonitrile NC=1SC(=C(N1)C#N)CC1=CC(=CC=C1)F